ClC1=CC(=C2C(=N1)C(=C(S2)[C@@H]2[C@H](CCCC2)[N+](=O)[O-])C2=CC=CC=C2)N(C(OC(C)(C)C)=O)CC=2SC=CC2 tert-butyl N-[5-chloro-2-[(1S,2S)-2-nitrocyclohexyl]-3-phenyl-thieno[3,2-b]pyridin-7-yl]-N-(2-thienylmethyl)carbamate